6-(2-chloro-4-methylphenyl)-1H-indazole-4-carboxylic acid ClC1=C(C=CC(=C1)C)C=1C=C(C=2C=NNC2C1)C(=O)O